(S)-1-((2-((S)-Amino(4,4-difluorocyclohexyl)methyl)imidazo[1,2-b]pyridazin-7-yl)methyl)-4-methylimidazolidin-2-one N[C@H](C=1N=C2N(N=CC(=C2)CN2C(N[C@H](C2)C)=O)C1)C1CCC(CC1)(F)F